((S)-4-(2-aminooxazolo[4,5-c]pyridin-7-yl)-3,6-dihydro-2H-pyran-2-yl)((S)-6,8-dichloro-1-methyl-3,4-dihydroisoquinolin-2(1H)-yl)methanone NC=1OC2=C(C=NC=C2C=2C[C@H](OCC2)C(=O)N2[C@H](C3=C(C=C(C=C3CC2)Cl)Cl)C)N1